2-[4-[4-[(2,6-dioxo-3-piperidyl)amino]phenyl]-1-piperidyl]acetaldehyde hydrochloride Cl.O=C1NC(CCC1NC1=CC=C(C=C1)C1CCN(CC1)CC=O)=O